3-methyl-5-acetoxyl-1-(2,6,6-trimethyl-1-cyclohexene-1-yl)-1,3-pentadiene CC(C=CC1=C(CCCC1(C)C)C)=CCOC(=O)C